NC1=NC=NN2C1=CC=C2[C@]2([C@@H]([C@@H]([C@H](O2)COP(=O)(OC2=CC=CC=C2)N[C@H](C(=O)OC(C)C)CC2=CC=CC=C2)O)O)C#N isopropyl (2S)-(((((2r,3S,4r,5r)-5-(4-aminopyrrolo[2,1-f][1,2,4]triazin-7-yl)-5-cyano-3,4-dihydroxytetrahydrofuran-2-yl) methoxy) (phenoxy) phosphoryl) amino)-3-phenylpropionate